N-[3-(phenylethanesulfonyloxy)phenyl]-N'-[4-(phenylethanesulfonyloxy)phenyl]urea C1(=CC=CC=C1)CCS(=O)(=O)OC=1C=C(C=CC1)NC(=O)NC1=CC=C(C=C1)OS(=O)(=O)CCC1=CC=CC=C1